6-fluorobenzo[d]thiazole-2-carboxylic acid hydrazide FC1=CC2=C(N=C(S2)C(=O)NN)C=C1